FCCOCCC1C=2N(CCN1C(=O)C1=CC=C(C=C1)F)C(=NN2)C2=NC(=NS2)C (8-(2-(2-Fluoroethoxy)ethyl)-3-(3-methyl-1,2,4-thiadiazol-5-yl)-5,6-dihydro-[1,2,4]triazolo[4,3-a]pyrazin-7(8H)-yl)(4-fluorophenyl)methanone